ClC1=CC=C2C(=CC(=NC2=C1)\C=C\C1=C(C=CC=C1)Cl)NC(CCCN(CC)CC)C N(4)-(7-chloro-2-[(E)-2-(2-chloro-phenyl)-vinyl]-quinolin-4-yl)-N(1),N(1)-diethyl-pentane-1,4-diamine